C(C)(=O)O.C(C)(=O)[Sn](CCCC)(CCCC)C(C)=O diacetyl-dibutyl-tin acetate